NCCC1C=[NH+]C2=CC=C(C=C12)O 3-(2-aminoethyl)-5-hydroxy-3H-indol-1-ium